(1R,2S,5S)-N-((S)-1-cyano-2-((S)-2-oxopyrrolidin-3-yl)ethyl)-3-((S)-2-(2,2-difluoroethanethioamido)-3,3-dimethylbutanoyl)-6,6-dimethyl-3-azabicyclo[3.1.0]hexane-2-carboxamide C(#N)[C@H](C[C@H]1C(NCC1)=O)NC(=O)[C@@H]1[C@H]2C([C@H]2CN1C([C@H](C(C)(C)C)NC(C(F)F)=S)=O)(C)C